C1(=NC=CC2=CC=CC=C12)C(C)(C)NC(C[C@H]1N(CCC1)C)=O (S)-N-(2-(isoquinolin-1-yl)propan-2-yl)-2-(1-methyl-pyrrolidin-2-yl)acetamide